ClC1=CC2=C(N=N1)N(C(C2)C)C=2SC=C(N2)C(=O)OCC ethyl 2-{3-chloro-6-methyl-5H,6H,7H-pyrrolo[2,3-c]pyridazin-7-yl}-1,3-thiazole-4-carboxylate